CC(C)CC 2,3-dimethylpropane